tert-Butyl 2-((((9H-fluoren-9-yl)methoxy) carbonyl)(methyl)amino)-4-(2-fluorophenyl)butanoate C1=CC=CC=2C3=CC=CC=C3C(C12)COC(=O)N(C(C(=O)OC(C)(C)C)CCC1=C(C=CC=C1)F)C